Cl.CC1CN(CC12CCNCC2)C2=NC=CC(=C2)C(F)(F)F 4-methyl-2-(4-(trifluoromethyl)pyridin-2-yl)-2,8-diazaspiro[4.5]decane hydrochloride